8-(2-methoxyethyl)-2,6,8-trimethyl-6,8-dihydro-3H-pyrrolo[2,3-g]quinazoline-4,7-dione COCCC1(C(N(C=2C=C3C(NC(=NC3=CC21)C)=O)C)=O)C